5-((S)-2,2-dimethyltetrahydro-2H-pyran-4-yl)-1-((1S,2S)-2-methyl-1-(5-carbonyl-4,5-dihydro-1,2,4-oxadiazol-3-yl)cyclopropyl)-1H-benzo[d]imidazole-2-carboxylic acid CC1(OCC[C@@H](C1)C1=CC2=C(N(C(=N2)C(=O)O)[C@@]2([C@H](C2)C)C2=NOC(N2)=C=O)C=C1)C